2'-chloro-N-(5-(3-chloro-2-methoxybenzoyl)-5,6-dihydro-4H-pyrrolo[3,4-d]thiazol-2-yl)-5'-methoxy-6-methyl-[4,4'-bipyridine]-3-carboxamide ClC1=NC=C(C(=C1)C1=C(C=NC(=C1)C)C(=O)NC=1SC2=C(N1)CN(C2)C(C2=C(C(=CC=C2)Cl)OC)=O)OC